NC=1C=C(C(=NC1OC)N1CCC(CC1)N1C[C@H](N(CC1)C1CC1)C)NC(C=C)=O (R)-N-(5-amino-2-(4-(4-cyclopropyl-3-methylpiperazin-1-yl)piperidin-1-yl)-6-methoxypyridin-3-yl)acrylamide